6,7-dimethyl-1-[4-(2-iodobenzoyl)aminophenyl]-1H-1,5-benzodiazepine-2,4(3H,5H)-dione CC1=C(C=CC=2N(C(CC(NC21)=O)=O)C2=CC=C(C=C2)NC(C2=C(C=CC=C2)I)=O)C